1,1,2,2,3,3,4,4-octafluorobutane-1,4-disulfonyldifluoride FC(C(C(C(S(=O)(=O)F)(F)F)(F)F)(F)F)(S(=O)(=O)F)F